behenyl vinyl carbonate C(OCCCCCCCCCCCCCCCCCCCCCC)(OC=C)=O